C(C)(=O)O.NC(=N)N.NC(=N)N diguanidine acetate